C(C)C(COC=1C(C(=O)O)=CC=CC1)CCCC.C(C=1C(O)=CC=CC1)(=O)OCCCCCCCC octyl salicylate (2-ethylhexyl salicylate)